COC(CCC1C=2C=C3C(C(C(N3)=CC=3C(=C(C(=CC4=CC(=C(C=C(C1C)N2)N4)C)N3)C)C=C)C)(C=C)CCC(=O)OCCOCCOCCOCCOCCOCCOCCOC)=O 2,5,8,11,14,17,20-heptaoxadocosan-22-yl 3-(7-(3-methoxy-3-oxopropyl)-2,8,12,17-tetramethyl-l-3,18-divinyl-7H,8H-porphyrin-3-yl)propanoate